2-(4'-(decyloxy)phenyl)-4,4,5,5-tetramethylimidazolin C(CCCCCCCCC)OC1=CC=C(C=C1)C=1NC(C(N1)(C)C)(C)C